Cl.CNC(=O)C=1C=CC(=C2C=CC=NC12)N[C@@H]1CNCC1 (S)-N-methyl-5-(pyrrolidin-3-ylamino)quinoline-8-carboxamide hydrochloride